FC(C(=O)O)(F)F.FC(C(=O)O)(F)F.CNC(=O)N1CC=2N(CC1)C(=NC2C=2C=C1C(=NN(C1=CC2)C)C=2C=NN(C2)C)C2COCC2 N-Methyl-1-(1-methyl-3-(1-methyl-1H-pyrazol-4-yl)-1H-indazol-5-yl)-3-(tetrahydrofuran-3-yl)-5,6-dihydroimidazo[1,5-a]pyrazine-7(8H)-carboxamide bis(2,2,2-trifluoroacetate)